COC(=O)NC(SC)=NC(=O)OC 1,3-bis-(methoxycarbonyl)-2-methyl-2-thiopseudourea